2-ethylhexyl mono(2-ethylhexyl) phosphate P(=O)(OCC(CCCC)CC)(OCC(CCCC)CC)[O-]